C(#N)CN1N=C(C(=C1)C1=CN=C2N1C=CN=C2NC2=CC(=C(C(=O)NCC(NCC1NCCC1)=O)C=C2)CC)C(F)(F)F 4-[[3-[1-(cyanomethyl)-3-(trifluoromethyl)pyrazol-4-yl]imidazo[1,2-a]pyrazin-8-yl]amino]-2-ethyl-N-[2-oxo-2-(pyrrolidin-2-ylmethylamino)ethyl]benzamide